Di(naphthalene-1-yl)N,N'-diphenyl-benzidine C1(=CC=CC2=CC=CC=C12)N(C1=CC=C(C2=CC=C(N(C3=CC=CC=C3)C3=CC=CC4=CC=CC=C34)C=C2)C=C1)C1=CC=CC=C1